2-(bromomethyl)benzofuran BrCC=1OC2=C(C1)C=CC=C2